7-(4,7-Diazaspiro[2.5]oct-7-yl)-2-(2,8-dimethylimidazo[1,2-b]pyridazin-6-yl)-4H-pyrido[1,2-a]pyrimidin-4-one C1CC12NCCN(C2)C=2C=CC=1N(C(C=C(N1)C=1C=C(C=3N(N1)C=C(N3)C)C)=O)C2